methyl-2-acetoxy(2-fluorobenzene) methacrylate C(C(=C)C)(=O)O.CC1C(C=CC=C1)(F)OC(C)=O